tert-butyl 3-(2-bromoacetyl)pyrrolidine-1-carboxylate BrCC(=O)C1CN(CC1)C(=O)OC(C)(C)C